CS(=O)(=O)C1=NC=C(C=N1)C#CCCCC(NCCOCCOCCOCCOCCOCCOCCOCCOCCC(=O)O)=O 34-(2-(methylsulfonyl)pyrimidin-5-yl)-29-oxo-4,7,10,13,16,19,22,25-octaoxa-28-azatetratriacontane-33-ynoic acid